C1(=CC=CC=C1)N(C1=C(C=CC=C1)C=1C(C(C2=CC3=CC=CC=C3C=C2C1)=O)=O)C1=CC=CC=C1 (2-(diphenylamino)phenyl)anthracene-1,2-dione